ClC1=CC=C(C=C1)C(=O)C1=NC=CC(=C1)C1=CC=C(C=C1)Cl (4-chlorophenyl)(4-(4-chlorophenyl)pyridin-2-yl)methanone